potassium monohydroxybenzenepropiolic acid OC1=CC=C(C=C1)C#CC(=O)O.[K]